3-[2-(dimethylamino)ethyl]urea CN(CCNC(N)=O)C